C(C1=CC=CC=C1)OC1=CC=C2C(C(COC2=C1)CO)=O 7-(benzyloxy)-3-(hydroxymethyl)chroman-4-one